(3S,7aR,9R,11aR)-9-[bis[4-(trifluoromethyl)phenyl]methoxy]-3-isopropyl-3,6,7,7a,8,9,10,11-octahydro-2H-oxazolo[2,3-j]quinolin-5-one FC(C1=CC=C(C=C1)C(O[C@H]1C[C@H]2CCC(N3[C@]2(CC1)OC[C@@H]3C(C)C)=O)C3=CC=C(C=C3)C(F)(F)F)(F)F